2-[5-(4-{2,6-diazaspiro[3.4]octane-2-carbonyl}-4-phenylpiperidin-1-yl)pyridazin-3-yl]phenol C1N(CC12CNCC2)C(=O)C2(CCN(CC2)C=2C=C(N=NC2)C2=C(C=CC=C2)O)C2=CC=CC=C2